CC=1C(CCC2(C1)OC1=C(C2=O)C=CC=C1)=O methyl-spiro[benzofuran-2,4'-cyclohex-2-ene]-1',3-dione